2-(phenylazo)resorcinol C1(=CC=CC=C1)N=NC1=C(O)C=CC=C1O